C(C)(C)(C)OC(=O)NCCOC1=C(C=CC=C1)C=1C(=CC(=C(C1)CSC=1C=C(C(=O)OC)C=C(C1OC)Cl)F)F methyl 3-[[5-[2-[2-(tert-butoxycarbonylamino) ethoxy] phenyl]-2,4-difluoro-phenyl] methylsulfanyl]-5-chloro-4-methoxy-benzoate